2-METHYLBUTYL 3-METHYL-2-BUTENOATE CC(=CC(=O)OCC(CC)C)C